COC=1C=C(C(=O)N)C(=C(C1OC)OC)[N+](=O)[O-] 3,4,5-trimethoxy-6-nitrobenzamide